6-(3,5-dimethyl-isoxazol-4-yl)-4-propyl-3,4-dihydro-2H-benzo[b][1,4]Oxazine-2-carboxylic acid ethyl ester C(C)OC(=O)C1CN(C2=C(O1)C=CC(=C2)C=2C(=NOC2C)C)CCC